C(C1=CC=CC=C1)OC1=C(C(=CC(=C1)OC)C)Br 1-benzyloxy-2-bromo-5-methoxy-3-methyl-benzene